ClC1=C2C(=NC=C1)C=C(O2)C2=CC=C(C=C2)C2(CC2)C(=O)N2C[C@@H](O[C@@H](C2)C)C (1-(4-(7-chlorofuro[3,2-b]pyridin-2-yl)phenyl)cyclopropyl)((2S,6R)-2,6-dimethylmorpholino)methanone